C1(=CC=CC=C1)C=1NC2=C(N1)C=CC(=C2)S(=O)(=O)O 2-phenyl-3H-benzimidazole-5-sulphonic acid